CS(=O)(=O)N[C@@H]1[C@@H](N(CCC1)C(=O)OC)CO[C@@H]1CC[C@@H](CC1)C1=CC=CC=C1 (2R,3S)-methyl 3-((methylsulfonyl) amino)-2-(((cis-4-phenylcyclohexyl) oxy) methyl)-piperidine-1-carboxylate